COC=1C(=NC=CC1)N1NC=C(N1)C=1C=C(N)C=CC1 3-[2-(3-methoxypyridin-2-yl)-1H-1,2,3-triazol-4-yl]aniline